COC(NC=1N(N=C(N1)N[C@@H](CC1=CC=C(C=C1)NS(=O)(=O)O)C=1N=C(SC1)CC)C)=O (S)-{5-[1-(2-ethylthiazol-4-yl)-2-(4-sulfoaminophenyl)ethylamino]-2-methyl-2H-[1,2,4]triazol-3-yl}carbamic acid methyl ester